6-methyl-1-(tetrahydro-2H-pyran-2-yl)-4-(4,4,5,5-tetramethyl-1,3,2-dioxaborolan-2-yl)-5-(trifluoromethyl)-1H-indazole CC1=C(C(=C2C=NN(C2=C1)C1OCCCC1)B1OC(C(O1)(C)C)(C)C)C(F)(F)F